N1C(=CC2=CC=CC=C12)CN1CCN(CC1)CC(COC1=CC=C(C=C1)OC)O [4-(1H-indol-2-ylmethyl)piperazin-1-yl]-3-[(4-methoxyphenyl)oxy]propan-2-ol